CC(C)S(=O)(=O)N1OCC[C@H]1C=1C=C(C=NC1)C#N 5-[(3S)-2-(propane-2-sulfonyl)-1,2-oxazolidin-3-yl]pyridine-3-carbonitrile